C(C1=CC=CC=C1)O[C@@H]1/C(/C(O[C@@H]([C@@H]1OCC1=CC=CC=C1)COCC1=CC=CC=C1)OC1=CC=CC=C1)=C/CNC(C)=O N-((Z)-2-((4R,5R,6R)-4,5-bis(benzyloxy)-6-((benzyloxy)methyl)-2-phenoxydihydro-2H-pyran-3(4H)-ylidene)ethyl)acetamide